methyl 6-chloro-2-((1S)-2-(6-fluoro-2,3-dimethylphenyl)-1-(5-oxo-4,5-dihydro-1,3,4-oxadiazol-2-yl) propyl)-4-methyl-3,4-dihydro-2H-benzo[e][1,2,4]thiadiazine-8-carboxylate 1,1-dioxide ClC=1C=C(C2=C(N(CN(S2(=O)=O)[C@@H](C(C)C2=C(C(=CC=C2F)C)C)C=2OC(NN2)=O)C)C1)C(=O)OC